FC=1C(NC(N(C1)[C@H]1C[C@@H]([C@H](O1)[C@@H](C)O[P@](=O)(OC1=CC=CC2=CC=CC=C12)N[C@@H](C)C(=O)OCC1=CC=CC=C1)O)=O)=O benzyl ((S)-((R)-1-((2S,3S,5R)-5-(5-fluoro-2,4-dioxo-3,4-dihydropyrimidin-1(2H)-yl)-3-hydroxytetrahydrofuran-2-yl)ethoxy)(naphthalen-1-yloxy)phosphoryl)-L-alaninate